((2R,3R,4S,5R)-4-Acetoxy-5-(2-amino-7-(3-cyanopropyl)-8-oxo-7,8-dihydro-9H-purin-9-yl)-3-fluorotetrahydrofuran-2-yl)methyl acetate C(C)(=O)OC[C@H]1O[C@H]([C@@H]([C@@H]1F)OC(C)=O)N1C2=NC(=NC=C2N(C1=O)CCCC#N)N